2,4-dihydroxy-N-isopropyl-6-propyl-benzenesulfonamide OC1=C(C(=CC(=C1)O)CCC)S(=O)(=O)NC(C)C